4-(N-(3-(tert-butyl)-5-cyclopropylbenzyl)-2-(N-(2-fluorobenzyl)-(2,3,4,5,6-pentafluoro-phenyl)sulfonamido)acetamido)-3-(dimethylamino)-5-fluorobenzoic acid C(C)(C)(C)C=1C=C(CN(C(CN(S(=O)(=O)C2=C(C(=C(C(=C2F)F)F)F)F)CC2=C(C=CC=C2)F)=O)C2=C(C=C(C(=O)O)C=C2F)N(C)C)C=C(C1)C1CC1